NC1=CC=C(N=N1)C1CCN(CC1)C(=O)C1=NC=C(C(=C1)OC)OC1=CC=C(C=C1)F [4-(6-amino-pyridazin-3-yl)-piperidin-1-yl]-[5-(4-fluoro-phenoxy)-4-methoxy-pyridin-2-yl]-methanone